Acryloyloxyundecane C(C=C)(=O)OCCCCCCCCCCC